2-(5-(1-(2,6-bis(benzyloxy)pyridin-3-yl)-3-methyl-2-oxo-2,3-dihydro-1H-benzo[d]imidazol-5-yl)-6-fluoro-1H-indazol-1-yl)acetic acid C(C1=CC=CC=C1)OC1=NC(=CC=C1N1C(N(C2=C1C=CC(=C2)C=2C=C1C=NN(C1=CC2F)CC(=O)O)C)=O)OCC2=CC=CC=C2